2-isopropylmalonic acid C(C)(C)C(C(=O)O)C(=O)O